Vitamin C (citrate) C(CC(O)(C(=O)O)CC(=O)O)(=O)O.OC=1[C@H](OC(C1O)=O)[C@H](CO)O